ClC1=CC=C(C=C1)C12C(N(C(C2C1)=C)OC)=O 1-(4-chlorophenyl)-3-methoxy-4-methylene-3-azabicyclo[3.1.0]hexan-2-one